C(C)(C)(C)OC(=O)N1CCN(CC(C1)F)C1=NC(=C(C(=C1C#N)CC)C#N)SC(C(=O)N)C1=CC=CC=C1 4-(6-((2-amino-2-oxo-1-phenylethyl)thio)-3,5-dicyano-4-ethylpyridin-2-yl)-6-fluoro-1,4-diazepan-1-carboxylic acid tert-butyl ester